C(C)OC(C(=CNC1=CC=C(C=C1)OC(F)(F)F)C#N)=O ethyl-2-cyano-3-[4-(trifluoromethoxy)anilino]prop-2-enoate